C(CCCCCCC\C=C/CCCCCCCCCCCCCCCCCCCCCC\C=C/CCCCCCCC(=O)N)(=O)N hexamethylenebis(oleamide)